3-((2-methoxyethyl)amino)pyrrolidine-1-carboxylic acid tert-butyl ester C(C)(C)(C)OC(=O)N1CC(CC1)NCCOC